The molecule is an enol that is 3-methylbut-1-ene in which one of the terminal hydrogens is replaced by a hydroxy group. It derives from a hydride of an isopentane. CC(C)/C=C/O